tert-butyl (1R,3S)-3-(3,7-dimethyl-2,6-dioxo-1-(4-(trifluoromethyl)benzyl)-2,3,6,7-tetrahydro-1H-purin-8-ylamino)cyclopentyl carbonate C(OC(C)(C)C)(O[C@H]1C[C@H](CC1)NC1=NC=2N(C(N(C(C2N1C)=O)CC1=CC=C(C=C1)C(F)(F)F)=O)C)=O